[Ir+3].C(C(C)(C)C)(=O)C.C(C(C)(C)C)(=O)C bis(pivaloylmethane) iridium (III)